N-((R)-((S)-7-(1-methyl-1H-pyrazol-4-yl)-2,3-dihydro-1H-pyrido[2,3-b][1,4]oxazin-3-yl)(phenyl)methyl)-2-(4-(methylsulfonyl)phenyl)ethanamine CN1N=CC(=C1)C1=CC2=C(O[C@@H](CN2)[C@H](NCCC2=CC=C(C=C2)S(=O)(=O)C)C2=CC=CC=C2)N=C1